O(C(C)C)C(=O)[C@H](C)NP([O-])(=S)N[C@@H](C)C(=O)OC(C)C N,N'-bis[(S)-1-(isopropoxylcarbonyl)ethyl]-thiophosphorodiamidate